CN(C1=C2C(=NC=N1)N(N=C2)C)CC2=CC=C(C=C2)S(=O)(=O)N 4-(N-methyl-N-(1-methyl-1H-pyrazolo[3,4-d]pyrimidin-4-yl)aminomethyl)-benzenesulfonamide